ClC1=CC(=C(C=C1)C1(OC2=C(O1)C=CC=C2C2CCN(CC2)CC2=C(C=C(C=N2)C2=NOC(N2)=O)C)C)F 3-(6-((4-(2-(4-chloro-2-fluorophenyl)-2-methylbenzo[d][1,3]dioxol-4-yl)piperidin-1-yl)methyl)-5-methylpyridin-3-yl)-1,2,4-oxadiazol-5(4H)-one